C(C)C=1C=C(C=CC1)S(=O)(=O)Cl m-ethyl-benzenesulfonyl chloride